bis(t-butoxycarbonyl)-L-cystine C(C)(C)(C)OC(=O)[C@](CSSC[C@@](C(=O)O)(N)C(=O)OC(C)(C)C)(C(=O)O)N